methyl 3-(benzo[b]thiophen-3-yl)-1-hydroxy-1,3-dihydrobenzo[c][1,2]oxaborole-3-carboxylate S1C2=C(C(=C1)C1(C3=C(B(O1)O)C=CC=C3)C(=O)OC)C=CC=C2